N1CC(C1)S(=O)(=O)N1C[C@H]([C@H](CC1)NC1=NN2C(C(=C(C=C2)C=2C=NNC2)OCC)=N1)C N-((3R,4S)-1-(azetidin-3-ylsulfonyl)-3-methylpiperidin-4-yl)-8-ethoxy-7-(1H-pyrazol-4-yl)-[1,2,4]triazolo[1,5-a]pyridin-2-amine